CC=1N=C(C2=C(N1)C=NC(=C2)P2(CCN(CC2)C(C(C)C)=O)=O)N[C@H](C)C2=C(C(=CC=C2)C(F)(F)F)C 4-[2-methyl-4-({(1R)-1-[2-methyl-3-(trifluoromethyl)phenyl]ethyl}amino)pyrido[3,4-d]pyrimidin-6-yl]-1-(2-methylpropanoyl)-1,4lambda5-azaphosphinan-4-one